NC=1C=C(C(=CC1)C=CC=1C(=CC(=CC1)N)S(=O)(=O)O)S(=O)(=O)O 4,4'-diaminostilbene-2,2'-disulphonic acid